methyl 2-(4-isopropyl-1-oxo-6-(trifluoromethyl)phthalazin-2(1H)-yl)acetate C(C)(C)C1=NN(C(C2=CC=C(C=C12)C(F)(F)F)=O)CC(=O)OC